NC1=C(C=CC(=C1)OC(F)(F)F)C(=O)N1C[C@H](CC1)C1=CNC2=NC=C(N=C21)C2CCOCC2 |r| (rac)-[2-Amino-4-(trifluoromethoxy)phenyl]-[3-(2-tetrahydropyran-4-yl-5H-pyrrolo[2,3-b]pyrazin-7-yl)pyrrolidine-1-yl]methanone